5,5-Dimethyl-1,3-bis(2,3-epoxypropyl)-2,4-imidazolidindion CC1(C(N(C(N1CC1CO1)=O)CC1CO1)=O)C